bis(tri-tert-butylphosphane) palladium [Pd].C(C)(C)(C)P(C(C)(C)C)C(C)(C)C.C(C)(C)(C)P(C(C)(C)C)C(C)(C)C